(5-Chloro-4-(2-hydroxy-prop-2-yl)thiazol-2-yl)carbamic acid tert-butyl ester C(C)(C)(C)OC(NC=1SC(=C(N1)C(C)(C)O)Cl)=O